C(C1=CC=CC=C1)N(C)C1=CC=C(C=C1)Cl N-benzyl-p-chlorophenyl-methylamine